CC1(CN(C1)C1=CC=C(C=N1)C=1N=C2SCCCN2C(C1C#N)=O)C 8-(6-(3,3-dimethylazetidin-1-yl)pyridin-3-yl)-6-oxo-3,4-dihydro-2H,6H-pyrimido[2,1-b][1,3]thiazine-7-carbonitrile